BrC(C(=O)NC=1C=C2C=CC=NC2=CC1)C1=CC(=CC=C1)F 2-bromo-2-(3-fluorophenyl)-N-(quinolin-6-yl)acetamide